F[P-](F)(F)(F)(F)F.N1(N=NC2=C1N=CC=C2)OC(=[N+](C)C)N(C)C O-(7-Azabenzotriazol-1-yl)-N,N,N',N'-tetramethyluronium hexafluorophosphat